(7-(4-(4-(benzo[b]thiophen-4-yl)piperazin-1-yl)butoxy)quinolin-2-yloxy)methyl 2-hydroxyacetate OCC(=O)OCOC1=NC2=CC(=CC=C2C=C1)OCCCCN1CCN(CC1)C1=CC=CC=2SC=CC21